FC1=C(C=C(C=C1)C=1C=C2C(=NC1)NC(N2CC=2C=NC=CC2C)=O)C 6-(4-fluoro-3-methyl-phenyl)-1-[(4-methyl-3-pyridinyl)methyl]-3H-imidazo[4,5-b]pyridin-2-one